CC[C@H]1CCC[C@@H]([C@H](C(=O)C2=C[C@H]3[C@@H]4C[C@@H](C[C@H]4C(=C[C@H]3[C@@H]2CC(=O)O1)C)O[C@H]5[C@@H]([C@@H]([C@H]([C@@H](O5)C)OC)OC)OC)C)O[C@H]6CC[C@@H]([C@H](O6)C)N(C)C The molecule is a spinosyn in which the sugar amino and hydroxy groups are globally methylated with an additional methyl substituent attached to the tetracyclic skeleton. One of the two active ingredients of spinosad. It has a role as a pediculicide. It is a spinosyn and a spinosyn insecticide.